3-(3-methoxy-3-oxopropionylamino)-4,5-dihydrothiophene-2-carboxylic acid methyl ester COC(=O)C=1SCCC1NC(CC(=O)OC)=O